OC1=C(C=CC(=C1)OCC(COCCCCCCCCCCCC)O)C1=NC(=NC(=N1)C1=C(C=C(C=C1)C)C)C1=C(C=C(C=C1)C)C 2-[2-hydroxy-4-(2-hydroxy-3-dodecyloxypropoxy)phenyl]-4,6-bis(2,4-dimethylphenyl)-1,3,5-triazine